ClC=1C(=C(C=CC1)NC=1C2=C(N=CN1)C=CC(=N2)N2CC1(C2)NCCC1)F N-(3-Chloro-2-fluorophenyl)-6-(2,5-diazaspiro[3.4]octan-2-yl)pyrido[3,2-d]pyrimidin-4-amine